N-benzylsulfonyl-6-[4-[3-fluoro-4-(4-hydroxyphenyl)benzoyl]piperazin-1-yl]pyridazine-3-carboxamide C(C1=CC=CC=C1)S(=O)(=O)NC(=O)C=1N=NC(=CC1)N1CCN(CC1)C(C1=CC(=C(C=C1)C1=CC=C(C=C1)O)F)=O